4-cyano-1,2,3-trimethylimidazolinium C(#N)C1N(C([NH+](C1)C)C)C